rel-N-(1-cyanocyclopropyl)-1-(5-(difluoromethyl)-1,3,4-thiadiazol-2-yl)-4-((2R,6R)-2-(hydroxymethyl)-6-methylmorpholino)-1H-benzo[d]imidazole-6-sulfonamide C(#N)C1(CC1)NS(=O)(=O)C=1C=C(C2=C(N(C=N2)C=2SC(=NN2)C(F)F)C1)N1C[C@@H](O[C@@H](C1)C)CO |o1:28,30|